tert-butyl (3aS,5R,6aR)-5-(benzyloxy)-2,2-dimethyltetrahydro-2H-cyclopenta[d]oxazole-3(3aH)-carboxylate C(C1=CC=CC=C1)O[C@H]1C[C@@H]2[C@@H](N(C(O2)(C)C)C(=O)OC(C)(C)C)C1